C[C@@H](CC(=O)SCCNC(=O)CCNC(=O)[C@@H](C(C)(C)COP(=O)([O-])OP(=O)([O-])OC[C@@H]1[C@H]([C@H]([C@@H](O1)N2C=NC3=C(N=CN=C32)N)O)OP(=O)([O-])[O-])O)[NH3+] The molecule is an acyl-CoA oxoanion arising from deprotonation of phosphate and diphosphate functions as well as protonation of the amino function of L-3-aminobutanoyl-CoA. It is a conjugate base of a L-3-aminobutanoyl-CoA.